methylene-bis(2-hydroxy-3-naphthoate) C(C1=C(C(=CC2=CC=CC=C12)C(=O)[O-])O)C1=C(C(=CC2=CC=CC=C12)C(=O)[O-])O